tert-Butyl 6-[8-(1,3-benzothiazol-2-ylcarbamoyl)-3,4-dihydro-1H-isoquinolin-2-yl]-3-[3-[4-(4-ethoxy-4-oxo-butyl)phenoxy]-2-methyl-phenyl]pyridine-2-carboxylate S1C(=NC2=C1C=CC=C2)NC(=O)C=2C=CC=C1CCN(CC21)C2=CC=C(C(=N2)C(=O)OC(C)(C)C)C2=C(C(=CC=C2)OC2=CC=C(C=C2)CCCC(=O)OCC)C